1-[5-tert-Butyl-2-cyclopropyl-2H-pyrazol-3-yl]-3-[4-(2-methylaminopyrimidin-4-yl-methoxy)naphthalen-1-yl]-urea C(C)(C)(C)C=1C=C(N(N1)C1CC1)NC(=O)NC1=CC=C(C2=CC=CC=C12)OCC1=NC(=NC=C1)NC